4-((2S,5R)-4-(1-(3,3-difluorocyclobutyl)propyl)-2,5-dimethylpiperazin-1-yl)-1-methyl-2-oxo-1,2-dihydropyrido[3,2-d]pyrimidine-6-carbonitrile FC1(CC(C1)C(CC)N1C[C@@H](N(C[C@H]1C)C=1C2=C(N(C(N1)=O)C)C=CC(=N2)C#N)C)F